C1NCC[C@]12C[C@H](CC2)NC2=NC=C(C(=N2)C2=CNC1=C(C=CC=C21)P(C)(C)=O)C(F)(F)F (3-(2-(((5R,7S)-2-azaspiro[4.4]non-7-yl)amino)-5-(trifluoromethyl)pyrimidin-4-yl)-1H-indol-7-yl)dimethylphosphine oxide